N-[rac-(4S,5R)-7-[2-[tert-butyl-(dimethyl)silyl]oxyethyl]-3-methyl-4-(3-nitrophenyl)-6-oxo-1-phenyl-4,5-dihydropyrazolo[3,4-b]pyridin-5-yl]-3-(trifluoromethyl)benzamide C(C)(C)(C)[Si](OCCN1C2=C([C@@H]([C@H](C1=O)NC(C1=CC(=CC=C1)C(F)(F)F)=O)C1=CC(=CC=C1)[N+](=O)[O-])C(=NN2C2=CC=CC=C2)C)(C)C |r|